O=C1NC(CCC1N1C(C2=CC=C(C=C2C1)NC(=O)NC(C)(C)C1=CC(=C(C=C1)C=1C=NC=CC1)O)=O)=O 1-(2-(2,6-dioxopiperidin-3-yl)-1-oxoisoindolin-5-yl)-3-(2-(3-hydroxy-4-(pyridin-3-yl)phenyl)propan-2-yl)urea